[(3R)-1-[5-[(2-methyl-6-prop-2-ynoxy-indazol-5-yl)carbamoyl]pyrazin-2-yl]pyrrolidin-3-yl]carbamate CN1N=C2C=C(C(=CC2=C1)NC(=O)C=1N=CC(=NC1)N1C[C@@H](CC1)NC([O-])=O)OCC#C